(Z)-1-(2-fluoro-4-(3-(4-(trifluoromethyl)phenyl)-1H-1,2,4-triazol-1-yl)phenyl)-3-(3-(2-(1-methoxyethyl)-5-methylphenyl)-4-oxothiazolidin-2-ylidene)urea FC1=C(C=CC(=C1)N1N=C(N=C1)C1=CC=C(C=C1)C(F)(F)F)NC(=O)\N=C\1/SCC(N1C1=C(C=CC(=C1)C)C(C)OC)=O